2-(1-(4-methoxyphenyl)-3-(1-methyl-1H-imidazol-2-yl)-3-oxopropyl)malonic acid dimethyl ester COC(C(C(=O)OC)C(CC(=O)C=1N(C=CN1)C)C1=CC=C(C=C1)OC)=O